acrylic hydroxyl ester OOC(C=C)=O